OC1=CC=C(C=CC(=O)O)C=C1 p-hydroxy-cinnamic acid